2-(1-methyl-1H-pyrazol-5-yl)-5-((1S,3R)-3-(pyrimidin-2-yloxy)cyclopentyl)-1H-pyrrolo[2,3-b]pyridine CN1N=CC=C1C1=CC=2C(=NC=C(C2)[C@@H]2C[C@@H](CC2)OC2=NC=CC=N2)N1